COC(CC1=CC(=CC=C1)C(F)(F)F)=O 2-(3-(trifluoromethyl)phenyl)acetic acid methyl ester